CC1=CC=C(C=C1)S(=O)(=O)OC1=NC2=CC=C(C(=C2C=C1)C#N)F 5-cyano-6-fluoroquinolin-2-yl 4-methylbenzenesulfonate